P(=O)(OCCC#N)(OCCC#N)OCCC#N tri(2-cyanoethyl) phosphate